5-(indazol-2-yl)-2-isopropyl-benzene-1,3-diol N=1N(C=C2C=CC=CC12)C=1C=C(C(=C(C1)O)C(C)C)O